triethylboron phenyl-tetramethyl-ammonium salt C1(=CC=CC=C1)C[N+](C)(C)C.C(C)B(CC)CC